NC1=C(C(=O)NC(C)C)C=C(C=N1)C1=C(C=C(C=C1)NC(C(O)C1=CC(=CC=C1)CC)=O)C 2-amino-5-(4-(2-(3-ethyl-phenyl)-2-hydroxyacetamido)-2-methyl-phenyl)-N-isopropylnicotinamide